C(CCC(=O)[O-])(=O)OC1C(CCCC1)(CCCCC)CC(C)C 2-isobutyl-2-pentyl-3-cyclohexyl succinate